3'-Deoxyguanosine [C@@H]1([C@H](O)C[C@@H](CO)O1)N1C=NC=2C(=O)NC(N)=NC12